m-fluorocinnamic acid FC=1C=C(C=CC(=O)O)C=CC1